ClC=1C=C(C=2N(C1)C(=NC2)C)C2=C(C=C(C=C2)F)N(C(C(C)C)=O)CC N-(2-{6-chloro-3-methylimidazo[1,5-a]pyridin-8-yl}-5-fluorophenyl)-N-ethyl-2-methylpropanamide